ClC1=CC=C(C(=N1)C1=CC2=C(N(C(OC2)=O)CC(C(F)(F)F)(F)F)C=N1)SCC 6-(6-chloro-3-ethylsulfanyl-2-pyridyl)-1-(2,2,3,3,3-pentafluoropropyl)-4H-pyrido[3,4-d][1,3]oxazin-2-one